FC1(CCC(CC1)N[C@@H]1[C@@H](CCCC1)N(C=1C=C2C(N(C(C2=CC1)=O)C1C(NC(CC1)=O)=O)=O)C)F 5-(((1R,2S)-2-((4,4-difluorocyclohexyl)amino)cyclohexyl)(methyl)amino)-2-(2,6-dioxopiperidin-3-yl)isoindoline-1,3-dione